ClC1=CC=CC(=N1)C(CNC(=O)C1=CC(=NO1)C1=C(C=C(C=C1)F)F)(C)C=1C=NN(C1)C N-[2-(6-chloro-2-pyridyl)-2-(1-methylpyrazol-4-yl)propyl]-3-(2,4-difluorophenyl)isoxazole-5-carboxamide